C(C)C(COC(=O)C1CC(CCC1)C(=O)OCC(CCCC)CC)CCCC cyclohexane-1,3-dicarboxylic acid di(2-ethylhexyl) ester